C1(CC1)C(C1=CC(=C2CN(C(C2=C1)=O)C1=CC(=CC=C1)C1(COC1)[C@H](C1=NN=CN1C)F)C(F)(F)F)O 6-(cyclopropyl(hydroxy)methyl)-2-(3-(3-((R)-fluoro(4-methyl-4H-1,2,4-triazol-3-yl)methyl)oxetan-3-yl)phenyl)-4-(trifluoromethyl)isoindolin-1-one